4-Cyano-1-(cyclobutylmethyl)-N-((S)-(4,4-difluorocyclohexyl)(5-((R)-1-(4,4,4-trifluorobutanamido)ethyl)-1H-benzo[d]imidazol-2-yl)methyl)-1H-pyrazole-5-carboxamide C(#N)C=1C=NN(C1C(=O)N[C@H](C1=NC2=C(N1)C=CC(=C2)[C@@H](C)NC(CCC(F)(F)F)=O)C2CCC(CC2)(F)F)CC2CCC2